6-isopropyl-2-(1-(2-(methylsulfonyl)ethyl)piperidin-4-yl)-4H-pyrrolo[3,2-d]Thiazole C(C)(C)C1=CNC2=C1N=C(S2)C2CCN(CC2)CCS(=O)(=O)C